BrC1=C2CNC(C2=CC(=C1)C(CO[Si](C1=CC=CC=C1)(C1=CC=CC=C1)C(C)(C)C)N1C[C@H](CCC1)C)=O 4-bromo-6-{2-[(tert-butyldiphenylsilyl)oxy]-1-[(3S)-3-methylpiperidin-1-yl]ethyl}-2,3-dihydroisoindol-1-one